CN1N=C(C=C1C(=O)OC)C1=NC=C(C=C1[N+](=O)[O-])C1=C(N=NN1C)C([2H])([2H])[2H] methyl 1-methyl-3-(5-(1-methyl-4-(methyl-d3)-1H-1,2,3-triazol-5-yl)-3-nitropyridin-2-yl)-1H-pyrazole-5-carboxylate